2-(2-(cyclopropanesulfonylamino)thiazol-4-yl)-N-(2-fluoro-4-(6-isopropoxypyrazin-2-yl)phenyl)-4-methoxybutyramide C1(CC1)S(=O)(=O)NC=1SC=C(N1)C(C(=O)NC1=C(C=C(C=C1)C1=NC(=CN=C1)OC(C)C)F)CCOC